2-(4-(6-((4-chloro-2-fluorobenzyl)oxy)pyridin-2-yl)-2,5-difluorobenzyl)-1-((3R,4S)-4-(methoxymethyl)-4-methyltetrahydrofuran-3-yl)-1H-benzo[d]imidazole-6-carboxylic acid ClC1=CC(=C(COC2=CC=CC(=N2)C2=CC(=C(CC3=NC4=C(N3[C@H]3COC[C@]3(C)COC)C=C(C=C4)C(=O)O)C=C2F)F)C=C1)F